1-((1R,5S,6r)-6-(1H-1,2,3-triazol-5-yl)-3-azabicyclo[3.1.0]hexan-3-yl)-4-(2-((3,5-dichlorobenzyl)amino)pyrimidin-5-yl)butan-1-one N1N=NC=C1C1[C@H]2CN(C[C@@H]12)C(CCCC=1C=NC(=NC1)NCC1=CC(=CC(=C1)Cl)Cl)=O